FC=1C=CC(=NC1)C(CO)=O 1-(5-fluoro-2-pyridyl)-2-hydroxyethanone